(R)-3-(4-bromophenyl)-1-methyl-1-(1-(1-oxo-1,2-dihydroisoquinolin-4-yl)ethyl)urea BrC1=CC=C(C=C1)NC(N([C@H](C)C1=CNC(C2=CC=CC=C12)=O)C)=O